O=C1C=2N(CCN1)C=CC2 1-oxo-3,4-dihydropyrrolo[1,2-a]pyrazin